C(C)(C)(C)OC(=O)N1[C@@H](CC[C@@H]1[C@H](O)C1=CC(=CC=C1)F)C[C@@H]1CN(CCC1)C(=O)OC(C)(C)C tert-butyl (R)-3-(((2S,5R)-1-(tert-butoxy-carbonyl)-5-((R)-(3-fluorophenyl)(hydroxy)methyl)pyrrolidin-2-yl)methyl)piperidine-1-carboxylate